(2R,3S,4R)-2-(hydroxymethyl)-3,4-dihydro-2H-pyran-3,4-diol OC[C@H]1OC=C[C@H]([C@@H]1O)O